1-(1-(4-aminophenyl) piperidin-4-yl) 4-(tert-butyl) piperazine-1,4-dicarboxylate N1(CCN(CC1)C(=O)OC(C)(C)C)C(=O)OC1CCN(CC1)C1=CC=C(C=C1)N